C(C1=CC=CC=C1)OC1=CC=C2C[C@@H](C3(C2=C1)CCC(CC3)(C(=O)OC)NC3=CC(=CC=C3)Cl)C[C@H](COC3=C1C(=NC=C3)C=CS1)C methyl (1r,2'S,4S)-6'-(benzyloxy)-4-(3-chloroanilino)-2'-{(2R)-2-methyl-3-[(thieno[3,2-b]pyridin-7-yl)oxy]propyl}-2',3'-dihydrospiro[cyclohexane-1,1'-indene]-4-carboxylate